N-(6-(3-methylisoxazol-5-yl)isoquinolin-3-yl)-1-(3,3,3-trifluoropropyl)piperidine-4-carboxamide CC1=NOC(=C1)C=1C=C2C=C(N=CC2=CC1)NC(=O)C1CCN(CC1)CCC(F)(F)F